CC=1C=C(C(=C2C=CN(C12)S(=O)(=O)C1=CC=C(C)C=C1)CN1N=C2C=C(C=CC2=C1)C#N)S(=O)(=O)C 2-((7-methyl-5-(methylsulfonyl)-1-tosyl-1H-indol-4-yl)methyl)-2H-indazole-6-carbonitrile